F[C@H]1CNCC[C@@H]1OCC1CC(C1)C1=CC=CC=2N(C(N(C21)C)=O)N2C(CCCC2=O)=O [4-[3-[[(3S,4S)-3-fluoro-4-piperidinyl]oxymethyl]cyclobutyl]-3-methyl-2-oxo-benzimidazol-1-yl]piperidine-2,6-dione